C(C)(=O)OC1=CC=C(C=C1)CCC(C)=O 4-(4-acetoxyphenyl)-2-butanone